ClC1=NC=CC(=N1)NS(=O)(=O)C1=C(C=CC=C1)C N-(2-chloro-4-pyrimidinyl)-2-methylbenzenesulfonamide